COC(CC=1C(NC2=CC=NC(=C2C1)Cl)=O)=O.COC=1C=C(CC2N(CCC3=CC(=C(C=C23)OC)OC)C(C)=O)C=CC1OC 1-(1-(3,4-dimethoxybenzyl)-6,7-dimethoxy-3,4-dihydroisoquinolin-2(1H)-yl)ethan-1-one methyl-2-(5-chloro-2-oxo-1H-1,6-naphthyridin-3-yl)acetate